N1CCC(CC1)C=1N=CC(=NC1)NC1=NC=CC=N1 N-[5-(piperidin-4-yl)pyrazin-2-yl]pyrimidin-2-amine